N-(2-(3,3-difluoropyrrolidin-1-yl)-4-(2-fluorophenyl)pyridin-3-yl)oxazole-5-carboxamide FC1(CN(CC1)C1=NC=CC(=C1NC(=O)C1=CN=CO1)C1=C(C=CC=C1)F)F